5-amino-4-(benzylamino)-2-methyl-5-oxopent-2-ylcarbamic acid tert-butyl ester C(C)(C)(C)OC(NC(C)(CC(C(=O)N)NCC1=CC=CC=C1)C)=O